C[C@@H]1CN(CCN1C(C(CC)C)=O)C(=O)OCCCC butyl (3R)-3-methyl-4-(2-methyl-butanoyl)piperazine-1-carboxylate